1-((cis)-bicyclo[3.1.0]hexan-3-yl)-4-((5-phenylpyrimidin-2-yl)methyl)piperazine-2,3-dione C12CC(CC2C1)N1C(C(N(CC1)CC1=NC=C(C=N1)C1=CC=CC=C1)=O)=O